CC(CC[SiH2]OC)OC(C=C)=O γ-methyl-acryloxypropyl-methoxysilane